[Cl-].CN1CN(C=C1)CCC 1-methyl-3-propyl-imidazole chloride salt